FC(C=1C(=C(C=CC1)[C@@H](C)NC=1C=2C(N=C(N1)C)=C(C(N(C2)C2(CC2)CF)=O)N2CC(C2)S(=O)(=O)C)F)F (R)-4-((1-(3-(difluoromethyl)-2-fluorophenyl)ethyl)amino)-6-(1-(fluoromethyl)cyclopropyl)-2-Methyl-8-(3-(methylsulfonyl)azetidin-1-yl)pyrido[4,3-d]pyrimidin-7(6H)-one